5-[2-(difluoromethoxy)-4,4,4-trifluoro-butoxy]-3-methyl-N-(4-methyl-1,1-dioxo-thian-4-yl)imidazo[4,5-b]pyridine-2-carboxamide FC(OC(COC1=CC=C2C(=N1)N(C(=N2)C(=O)NC2(CCS(CC2)(=O)=O)C)C)CC(F)(F)F)F